7-(6-Chloro-1-(2-isopropyl-4-methylpyridin-3-yl)-7-(2-methoxyphenyl)-2-oxo-1,2-Dihydropyrido[2,3-d]pyrimidin-4-yl)-2,7-diazaspiro[4.4]nonane-2-carboxylate ClC1=CC2=C(N(C(N=C2N2CC3(CCN(C3)C(=O)[O-])CC2)=O)C=2C(=NC=CC2C)C(C)C)N=C1C1=C(C=CC=C1)OC